((6-chloro-4-(4-(hydroxymethyl)-4-methylpiperidin-1-yl)pyridin-3-yl)ethynyl)-6,7-dihydropyrazolo[1,5-a]pyrazine-5(4H)-carboxylic acid tert-butyl ester C(C)(C)(C)OC(=O)N1CC=2N(CC1)N=C(C2)C#CC=2C=NC(=CC2N2CCC(CC2)(C)CO)Cl